Thiosulfuric acid Sodium [Na].S(O)(O)(=S)=O